CNS(=O)(=O)N1C=CC2=CC=CC=C12 N-methyl-1H-indole-1-sulfonamide